4-((2-bromo-3-(1,4-benzodioxan-6-yl)benzyloxy)-5-chloro-2-(5-cyanopyridin-3-ylmethoxy)benzyl)-N-(4-nitrophenoxyformyl)alanine ethyl ester C(C)OC([C@@H](NC(=O)OC1=CCC(C=C1)([N+](=O)[O-])C(C1=C(C=CC(=C1)Cl)OCC=1C=NC=C(C1)C#N)OCC1=C(C(=CC=C1)C1=CC2=C(OCCO2)C=C1)Br)C)=O